6-[2-(3,5-Dimethylpiperazin-1-yl)-4-fluoro-1,3-benzothiazol-6-yl]-2,8-dimethylimidazo[1,2-b]pyridazin-Hydrochlorid Cl.CC1CN(CC(N1)C)C=1SC2=C(N1)C(=CC(=C2)C=2C=C(C=1N(N2)C=C(N1)C)C)F